N-(5-(((Z)-3-(ethylamino)-3-(ethylimino)propyl)carbamoyl)-1-methyl-1H-pyrrol-3-yl)-1-methyl-1H-pyrrole-2-carboxamide C(C)N\C(\CCNC(=O)C1=CC(=CN1C)NC(=O)C=1N(C=CC1)C)=N/CC